(S)-2-((4-(6-((7-cyanobenzo[b]thiophen-3-yl)methoxy)pyridin-2-yl)piperidin-1-yl)methyl)-1-(oxetan-2-ylmethyl)-1H-benzo[d]imidazole-6-carboxylic acid C(#N)C1=CC=CC2=C1SC=C2COC2=CC=CC(=N2)C2CCN(CC2)CC2=NC1=C(N2C[C@H]2OCC2)C=C(C=C1)C(=O)O